FC=1C(=C2C(=C(NC2=C(C1)C(=O)N)C)C)C(C)C=1C=NC(=CC1)C=C 5-fluoro-2,3-dimethyl-4-(1-(6-vinylpyridin-3-yl)ethyl)-1H-indole-7-carboxamide